C(CCC)[P+](CC(C)OC)(CCCC)CCCC tributyl-2-methoxypropylphosphonium